C(#N)C1(CC(C1)(C1=NC=C(C=N1)B1OC(C(O1)(C)C)(C)C)NC(OC(C)(C)C)=O)C tert-butyl ((1s,3s)-3-cyano-3-methyl-1-(5-(4,4,5,5-tetramethyl-1,3,2-dioxaborolan-2-yl)pyrimidin-2-yl)cyclobutyl)carbamate